SC(C(=O)OCCO)S Ethylene glycol bis-mercaptoacetate